C(CCC)N(C(O)=O)C1CCC(CC1)NCC(C)(F)F.ClC1=C(C=C(C=C1)N(C(=O)C1N(C2=CC(=CC=C2C1)OC)C1=NC(=CC(=C1)C(F)(F)F)C)C)C N-(4-Chloro-3-methylphenyl)-6-methoxy-N-methyl-1-(6-methyl-4-(trifluoromethyl)pyridin-2-yl)indoline-2-carboxamide butyl-(4-((2,2-difluoropropyl)amino)cyclohexyl)carbamate